N-{4-[4-amino-7-(1-isobutyrylpiperidin-4-yl)pyrrolo[2,1-f][1,2,4]triazin-5-yl]phenyl}-6-methyl-2-oxo-1-phenyl-5-pyrimidin-2-yl-1,2-dihydropyridine-3-carboxamide NC1=NC=NN2C1=C(C=C2C2CCN(CC2)C(C(C)C)=O)C2=CC=C(C=C2)NC(=O)C=2C(N(C(=C(C2)C2=NC=CC=N2)C)C2=CC=CC=C2)=O